OC1=C2C(C(=COC2=CC(=C1)O)C1=CC=CC=C1)=O 5,7-dihydroxy-3-phenylchromen-4-one